N-(4-chloro-2-fluorophenyl)-5-(chloromethyl)-4-methylpyridin-3-amine ClC1=CC(=C(C=C1)NC=1C=NC=C(C1C)CCl)F